ClC=1C=CC(=C(C(=O)NN)C1)OC(F)F 5-chloro-2-(difluoromethoxy)benzohydrazide